C(CCCCCCCCCCCCCCCCCCCCCC)NC(CCC)N N-tricosyl-butanediamine